7-Amino-4-(trifluoromethyl)coumarin NC1=CC=C2C(=CC(OC2=C1)=O)C(F)(F)F